CC1(C=CC=C1)C(C1(C=CC=C1)C)[Hf]OC bis(methylcyclopentadienyl)methyl-(methoxy)hafnium